ClC#N chlorocyanide